N-(5-chloro-2,3-dihydro-1H-inden-2-yl)-5-[2-chloro-3-(trifluoromethyl)benzamido]-1,2,3-thiadiazole-4-carboxamide ClC=1C=C2CC(CC2=CC1)NC(=O)C=1N=NSC1NC(C1=C(C(=CC=C1)C(F)(F)F)Cl)=O